OCC[N+](CCCOC=1C(=CC2=C(N=C(S2)CNC(=O)C2(CC3=CC=CC=C3C2)CC(=O)[O-])C1)OC)(C)CCO 2-[2-[[5-[3-[bis(2-hydroxyethyl)-methyl-ammonio]propoxy]-6-methoxy-1,3-benzothiazol-2-yl]methylcarbamoyl]indan-2-yl]acetate